N-(2-(4-((3-((1H-1,2,3-triazol-5-yl)amino)-5-(trifluoromethoxy)benzyl)amino)butoxy)ethyl)-6-(isoxazol-4-yl)-1H-indazol-4-amine N1N=NC=C1NC=1C=C(CNCCCCOCCNC=2C=3C=NNC3C=C(C2)C=2C=NOC2)C=C(C1)OC(F)(F)F